CC=1C=C2C(C(=COC2=CC1)C#N)=O 6-Methylchromone-3-carbonitrile